O1CCC(CC1)C(C)NC(CCC1=NC=2C(=NC=CC2)N1CC1=CC=C(C=C1)OC(F)(F)F)=O N-[1-(Tetrahydro-pyran-4-yl)-ethyl]-3-[3-(4-trifluoromethoxy-benzyl)-3H-imidazo[4,5-b]pyridin-2-yl]-propionamide